2-(2-phenylethyl)-4-nitro-2H-indazole C1(=CC=CC=C1)CCN1N=C2C=CC=C(C2=C1)[N+](=O)[O-]